5-Bromo-3-iodo-1-[(4-methylphenyl)dioxy-λ6-sulfenyl]pyrrolo[2,3-b]pyridine BrC=1C=C2C(=NC1)N(C=C2I)[SH4]OOC2=CC=C(C=C2)C